FC(C(=O)OCCC(CCCCCCCCC)N(C(CCCCCCCCC)=O)CCCN(C)C)(CCCCCCCC)CCCCCC 3-{N-[3-(dimethylamino)propyl]decanamido}dodecyl 2-fluoro-2-hexyldecanoate